NCC1=NN(C(=C1)C(=O)N(C)C)CCC#N 3-(aminomethyl)-1-(2-cyanoethyl)-N,N-dimethyl-1H-pyrazole-5-carboxamide